1,3,5-tris(oxazolinyl)benzene O1C(=NCC1)C1=CC(=CC(=C1)C=1OCCN1)C=1OCCN1